BrC1=NC=C(C=C1)S(=O)(=O)C 2-bromo-5-(methylsulfonyl)-pyridine